BrC1=CC=CC=2N(C3=CC=CC=C3C12)C1=CC=CC=C1 4-bromo-9-phenyl-9H-carbazole